C1(CCC1)NC(=O)C1=CC2=C(N=C(S2)N2CCN(CC2)C)C(=C1)C N-cyclobutyl-4-methyl-2-(4-methyl-piperazin-1-yl)benzo-[d]thiazole-6-carboxamide